(tert-butyl 2-amino-5-(4-(dimethylamino) piperidin-1-yl) phenyl) carbamate C(N)(OC1=C(C(=CC(=C1)N1CCC(CC1)N(C)C)C(C)(C)C)N)=O